Ethyl 5-(2-((tert-butyldimethylsilyl) oxy) ethyl)-1-isopropyl-1H-pyrrole-2-carboxylate [Si](C)(C)(C(C)(C)C)OCCC1=CC=C(N1C(C)C)C(=O)OCC